(S)-2-(4-chlorophenyl)-N-((2-(2,6-dioxopiperidin-3-yl)-3-oxo-2,3-dihydro-1H-indazol-6-yl)methyl)-2,2-difluoroacetamide ClC1=CC=C(C=C1)C(C(=O)NCC1=CC=C2C(N(NC2=C1)[C@@H]1C(NC(CC1)=O)=O)=O)(F)F